CC1CNCCN1S(=O)(=O)C2=CC=CC3=C2C=CN=C3.Cl.Cl The molecule is a hydrochloride salt prepared from anileridine and two molar equivalents of hydrogen chloride. It has a role as an EC 2.7.11.13 (protein kinase C) inhibitor. It contains a 1-(5-isoquinolinesulfonyl)-2-methylpiperazine(2+).